3-(7-((2-(6-(trifluoromethoxy)-1H-indol-3-yl)ethyl)amino)thiazolo[5,4-d]pyrimidin-5-yl)pyridin-2(1H)-one FC(OC1=CC=C2C(=CNC2=C1)CCNC=1C2=C(N=C(N1)C=1C(NC=CC1)=O)SC=N2)(F)F